COC1=NN(C=C1[N+](=O)[O-])CC(C)(O)C 1-(3-methoxy-4-nitro-1H-pyrazol-1-yl)-2-methylpropan-2-ol